N-Cyclopropyl-3-methyl-5-((2-methyl-5-((4-((4-methylpiperazin-1-yl)methyl)-3-(trifluoromethyl)phenyl)carbaMoyl)phenyl)ethynyl)picolinamide C1(CC1)NC(C1=NC=C(C=C1C)C#CC1=C(C=CC(=C1)C(NC1=CC(=C(C=C1)CN1CCN(CC1)C)C(F)(F)F)=O)C)=O